C1=CC=CC=2C=3C=C(C=CC3C3=CC4=C(C5=C(S4)C=CC=C5)C=C3C12)C1=NC(=NC(=N1)C1=CC=CC=C1)C1=CC=CC=C1 2-(benzo[b]triphenyleno[2,3-d]thiophen-6-yl)-4,6-diphenyl-1,3,5-triazine